methyl 4-methyl-7-[4-(trifluoromethyl)phenyl]-4,5,7,9-tetraza-tricyclo[6.4.0.02,6]dodeca-1(8),2,5,9,11-pentaene-11-carboxylate CN1C=C2C=3C=C(C=NC3N(C2=N1)C1=CC=C(C=C1)C(F)(F)F)C(=O)OC